(8S,9S)-9-(2,4-difluorophenyl)-5-fluoro-8-methyl-2,7,8,9-tetrahydro-3H-pyrido[4,3,2-de]phthalazin-3-one FC1=C(C=CC(=C1)F)[C@H]1[C@@H](NC=2C=3C1=NNC(C3C=C(C2)F)=O)C